OCCCCOC1=C(C=CC=C1)C1(C=2C=CC=CC2C(C2=CC=CC=C12)=O)C1=C(C=CC=C1)OCCCCO 10,10-bis(4-hydroxybutoxyphenyl)anthrone